{bicyclo[3.1.0]hexan-1-yl}trifluoroboranuide C12(CCCC2C1)[B-](F)(F)F